5-(5-(tert-butoxycarbonyl)hexahydropyrrolo[3,4-c]pyrrol-2(1H)-yl)-2-methylbenzoic acid C(C)(C)(C)OC(=O)N1CC2C(C1)CN(C2)C=2C=CC(=C(C(=O)O)C2)C